C1(CCCCC1)COC1=CC=C(C=C1)C1(CCCC1)C(=O)O 1-[4-(cyclohexylmethoxy)phenyl]cyclopentanecarboxylic acid